(R)-2-(3-(3-(fluoro(4-methyl-4H-1,2,4-triazol-3-yl)methyl)oxetan-3-yl)phenyl)-3-oxo-7-(trifluoromethyl)isoindoline-5-carbaldehyde F[C@H](C1(COC1)C=1C=C(C=CC1)N1CC2=C(C=C(C=C2C1=O)C=O)C(F)(F)F)C1=NN=CN1C